NCC(=O)NNC(CC(C)C)=O 3-methylbutanoic acid-2-(2-aminoacetyl) hydrazide